diethylene glycol di(6-hydroxycaproate) OCCCCCC(=O)OCCOCCOC(CCCCCO)=O